1-methyl-4-(4,4,5,5-tetramethyl-1,3,2-dioxaborol-2-yl)-1H-indazole CN1N=CC2=C(C=CC=C12)B1OC(C(O1)(C)C)(C)C